2-phenyl-5,6,7,8-tetrahydropyrido[3,4-d]pyrimidine hydrochloride Cl.C1(=CC=CC=C1)C=1N=CC2=C(N1)CNCC2